titanium tetrakis(lauric acid) C(CCCCCCCCCCC)(=O)O.C(CCCCCCCCCCC)(=O)O.C(CCCCCCCCCCC)(=O)O.C(CCCCCCCCCCC)(=O)O.[Ti]